(R)-2-(1,2-dimethylpyrrolidin-2-yl)-1H-benzo[d]imidazole-4-carboxamide CN1[C@@](CCC1)(C)C1=NC2=C(N1)C=CC=C2C(=O)N